7-Methoxy-3-(7-methoxyindolin-2-yl)-1H-indole COC=1C=CC=C2C(=CNC12)C1NC2=C(C=CC=C2C1)OC